NC1=CC(=C(C(=O)OC)C=C1OCCC(C)NC1=NC(=NC=C1Cl)Cl)F Methyl 4-amino-5-(3-((2,5-dichloropyrimidin-4-yl) amino) butoxy)-2-fluorobenzoate